BrC=1C=C(C(=C(C1)F)CCl)C 5-bromo-2-(chloromethyl)-1-fluoro-3-methylbenzene